N-{4-[2-(2-chloro-4-fluorophenyl)acetylamino]pyridin-2-yl}-N-(4-methylphenyl)acetamide ethyl-1-(3-((tert-butyldimethylsilyl)oxy)propyl)-1H-pyrazole-4-carboxylate C(C)OC(=O)C=1C=NN(C1)CCCO[Si](C)(C)C(C)(C)C.ClC1=C(C=CC(=C1)F)CC(=O)NC1=CC(=NC=C1)N(C(C)=O)C1=CC=C(C=C1)C